coumaroyl-5-hydroxyanthranilic acid C(\C=C\C1=CC=C(C=C1)O)(=O)NC=1C(C(=O)O)=CC(=CC1)O